5-(4-fluoro-3-methyl-phenyl)-6-isopropyl-1H-pyrrolo[2,3-f]indazole FC1=C(C=C(C=C1)N1C(=CC2=C1C=C1C=NNC1=C2)C(C)C)C